L-3-octyl-thiophene C(CCCCCCC)C1=CSC=C1